N1(N=CC=C1)CC1=CC(=C(C(=O)NS(=O)(=O)C2=C(C=CC(=C2)CC)OC)C=C1)OC 4-((1H-pyrazol-1-yl)methyl)-N-((5-ethyl-2-methoxyphenyl)sulfonyl)-2-methoxybenzamide